8,8-dimethyl-7,8-dihydro-6H-cyclopenta[e]pyrazolo[1,5-a]pyrimidine-6-carboxamide CC1(CC(C=2C=NC=3N(C21)N=CC3)C(=O)N)C